OC=1C=C(C=CC1)C=1NC2=CC=C(C=C2C(C1)=O)C(=O)OCC ethyl 2-(3-hydroxyphenyl)-4-oxo-1,4-dihydroquinoline-6-carboxylate